Trans-methyl 2-((4-[5-((((1R)-1-(2-chlorophenyl)ethoxy)carbonyl) amino)-1-methyl-1H-pyrazol-4-yl]phenyl)carbamoyl)cyclohexane-1-carboxylate ClC1=C(C=CC=C1)[C@@H](C)OC(=O)NC1=C(C=NN1C)C1=CC=C(C=C1)NC(=O)[C@H]1[C@@H](CCCC1)C(=O)OC